8-bromo-5-(methylsulfanyl)-7-phenylimidazo[1,2-c]pyrimidine-2-carboxylic acid ethyl ester C(C)OC(=O)C=1N=C2N(C(=NC(=C2Br)C2=CC=CC=C2)SC)C1